4-(4-aminopiperidin-1-yl)butyl 6-(5-(6-methylpyridin-2-yl)-1H-imidazol-4-yl)quinoline-3-carboxylate CC1=CC=CC(=N1)C1=C(N=CN1)C=1C=C2C=C(C=NC2=CC1)C(=O)OCCCCN1CCC(CC1)N